C(C)(=O)C1=C(C(=NC=C1)C(C)C)N1C(N=C(C2=C1N=C(C(=C2)F)C2=C(C=CC=C2O)F)N2[C@H](CN(CC2)C(=O)OC(C)(C)C)C)=O tert-butyl (3S)-4-(1-(4-acetyl-2-isopropylpyridine-3-yl)-6-fluoro-7-(2-fluoro-6-hydroxyphenyl)-2-oxo-1,2-dihydropyrido[2,3-d]pyrimidin-4-yl)-3-Methylpiperazine-1-carboxylate